(2S)-2-[[4-[(2-amino-5-methyl-4-oxo-3,6,7,8-tetrahydropteridin-6-yl)methylamino]benzoyl]amino]pentanedioic acid NC1=NC=2NCC(N(C2C(N1)=O)C)CNC1=CC=C(C(=O)N[C@H](C(=O)O)CCC(=O)O)C=C1